decafluoro-3-heptanol FC(C(C(C(C(F)(F)F)(F)F)(O)F)(F)F)(CC)F